CC1=C(C(=O)P([O-])(=O)C(C2=C(C=C(C=C2C)C)C)=O)C(=CC(=C1)C)C.[Li+] lithium bis(2,4,6-trimethylbenzoyl)phosphinate